3-bromo-5-methyl-4-nitro-1H-indazole BrC1=NNC2=CC=C(C(=C12)[N+](=O)[O-])C